COC=1C(=C(SC1)NC(OC(C)(C)C)=O)C tertbutyl (4-methoxy-3-methylthiophen-2-yl)carbamate